C(C)(=O)N1CC[C@@H]2N(C([C@H](C1)NC(=O)C=1NC3=CC=C(C=C3C1)C(F)(F)P(O)(O)=O)=O)[C@@H](CC2)C(=O)N2CC(C2)C2=CC=CC=C2 ((2-(((5S,8S,10aR)-3-acetyl-6-oxo-8-(3-phenylazetidine-1-carbonyl)deca-hydropyrrolo[1,2-a][1,5]diazocin-5-yl)carbamoyl)-1H-indol-5-yl)difluorometh-yl)phosphonic acid